ClC1=C(C=CC=C1)CNC(NC(C)(C1=CC=CC=C1)C)=O 3-(2-chlorophenylmethyl)-1-(1-Methyl-1-phenyl-ethyl)urea